FC=1C(=C(C=C(C1)C(C)C)B(O)O)OC (3-fluoro-5-isopropyl-2-methoxyphenyl)boronic acid